(3,4-difluoro-2-hydroxyphenyl)-4,5-dimethyl-5-(trifluoromethyl)tetrahydrofuran-2-carboxylic acid methyl ester COC(=O)C1(OC(C(C1)C)(C(F)(F)F)C)C1=C(C(=C(C=C1)F)F)O